5-(trifluoromethyl)-3,4-dihydro-2H-pyran FC(C=1CCCOC1)(F)F